BrC=1C(=NC=CC1)CN1CCC(CC1)(O)C=1C(=C2CN(C(C2=CC1F)=O)C1C(NC(CC1)=O)=O)F 3-(5-(1-((3-bromopyridin-2-yl)methyl)-4-hydroxypiperidin-4-yl)-4,6-difluoro-1-oxoisoindolin-2-yl)piperidine-2,6-dione